3-bromo-2,8-dimethyl-imidazo[1,2-a]pyrazine-6-carboxylic acid BrC1=C(N=C2N1C=C(N=C2C)C(=O)O)C